[Si](C)(C)(C(C)(C)C)OCC=1N=C(C2=C(N1)N(C(C2(C)C)=O)C2=CC=C(C=C2)OC2CCCCC2)Cl 2-(((tert-butyldimethylsilyl)oxy)methyl)-4-chloro-7-(4-(cyclohexyloxy)phenyl)-5,5-dimethyl-5,7-dihydro-6H-pyrrolo[2,3-d]pyrimidin-6-one